FC(SC=1SC2=C(N1)C=CC=C2)(F)F 2-((trifluoromethyl)thio)benzo[d]thiazole